N(=C=O)C1=CCCCC1 1-isocyanatocyclohexanen